2-(4-chloro-6-(2,5-dichloropyrimidin-4-yl)-8-fluoroquinolin-3-yl)propan-2-ol ClC1=C(C=NC2=C(C=C(C=C12)C1=NC(=NC=C1Cl)Cl)F)C(C)(C)O